8-bromo-6-chloroimidazo[1,2-b]pyridazine BrC=1C=2N(N=C(C1)Cl)C=CN2